FC(OC1=C(C(=O)N[C@H]2[C@H](C2)F)C(=CC(=C1)C=1C=NN2C1N=C(C(=C2)O[C@@H](C)C(C)(C)O)C(F)F)OC)F |o1:26| 2-(difluoromethoxy)-4-(5-(difluoromethyl)-6-(((S*)-3-hydroxy-3-methylbutan-2-yl)oxy)pyrazolo[1,5-a]pyrimidin-3-yl)-N-((1R,2S)-2-fluorocyclopropyl)-6-methoxybenzamide